N-(3-hydroxyphenyl)-N-(1-methylpiperidin-4-yl)benzo[b]thiophene-2-carboxamide OC=1C=C(C=CC1)N(C(=O)C1=CC2=C(S1)C=CC=C2)C2CCN(CC2)C